2-bromo-2-(4-methoxyphenyl)propionic acid methyl ester COC(C(C)(C1=CC=C(C=C1)OC)Br)=O